ClC1=C(C(=CC=C1)C(=O)NC1=C(C=C(C=C1)C(C(F)(F)F)(C(F)(F)F)F)C)C(=O)NC(C)(C)C#N 3-chloro-N2-(2-cyanopropan-2-yl)-N1-(4-(1,1,1,2,3,3,3-heptafluoropropan-2-yl)-2-methylphenyl)benzene-1,2-dicarboxamide